7-(2,2-difluoroethyl)-2-(methylthio)-9-(tetrahydro-2H-pyran-4-yl)-7,9-dihydro-8H-purin-8-one FC(CN1C(N(C2=NC(=NC=C12)SC)C1CCOCC1)=O)F